ClC(C)C1=CC=C(C=C1)N1C(CCC1)=O 1-(4-(1-Chloroethyl)phenyl)pyrrolidin-2-one